7-chloro-1-(3-chlorophenyl)quinazoline-2,4(1H,3H)-dione ClC1=CC=C2C(NC(N(C2=C1)C1=CC(=CC=C1)Cl)=O)=O